(3S)-3-({N-[(4-methoxy-1H-indol-2-yl) carbonyl]-L-leucyl}amino)-2-oxo-4-[(3S)-2-oxopyrrolidin-3-yl]butyl 2-chloro-6-methylbenzoate ClC1=C(C(=O)OCC([C@H](C[C@H]2C(NCC2)=O)NC([C@@H](NC(=O)C=2NC3=CC=CC(=C3C2)OC)CC(C)C)=O)=O)C(=CC=C1)C